4-pentenyl-benzyl bromide C(=CCCC)C1=CC=C(CBr)C=C1